C(C1=CC=CC=C1)(=O)N1N=C(C=2CC[C@H](CC12)C(=O)N[C@@]1(CS(CC1)(=O)=O)C)C1=CC(=CC=C1)OC(F)F (R)-1-benzoyl-3-(3-(difluoromethoxy)phenyl)-N-((S)-3-methyl-1,1-dioxidotetrahydrothiophen-3-yl)-4,5,6,7-tetrahydro-1H-indazole-6-carboxamide